Phenylbis-(2,4,6-trimethylbenzoyl)phosphin oxid C1(=CC=CC=C1)P(C(C1=C(C=C(C=C1C)C)C)=O)(C(C1=C(C=C(C=C1C)C)C)=O)=O